C1(C=CC=C1)[Ti](C1=C(C(=CC=C1F)CCN1C=CC=C1)F)(C1=C(C(=CC=C1F)CCN1C=CC=C1)F)C1C=CC=C1 di(cyclopentadienyl)-bis[2,6-difluoro-3-(2-(1H-pyrrol-1-yl)ethyl)phenyl]titanium